4-(2-chlorobenzyl)-N-(2,4-dimethylphenyl)-5-oxo-4,5-dihydroimidazo[1,2-a]quinazoline-2-carboxamide ClC1=C(CN2C=3N(C4=CC=CC=C4C2=O)C=C(N3)C(=O)NC3=C(C=C(C=C3)C)C)C=CC=C1